benzyl 5-oxo-1,4-oxaazepane-4-carboxylate O=C1N(CCOCC1)C(=O)OCC1=CC=CC=C1